FC(F)(F)CC(=O)O.FC(F)(F)OC(C)=O.COC(=O)N1CCN2C=3C=CC=C(CCCCCCNC(C2C1)=O)C3 8-oxo-2,5,9-triazatricyclo[14.3.1.02,7]eicosa-1(20),16,18-triene-5-carboxylic acid methyl ester trifluoromethyl-acetate (trifluoromethylacetate)